The molecule is a glycosylfucose consisting of beta-D-glucopyranose and alpha-L-fucopyranose residues joined in sequence by a (1->4) glycosidic bond. It derives from a beta-D-glucose and an alpha-L-fucose. C[C@H]1[C@H]([C@H]([C@@H]([C@@H](O1)O)O)O)O[C@H]2[C@@H]([C@H]([C@@H]([C@H](O2)CO)O)O)O